2-(3,3-dimethylbutoxy)-5-(4,4,5,5-tetramethyl-1,3,2-dioxaborolan-2-yl)pyridine CC(CCOC1=NC=C(C=C1)B1OC(C(O1)(C)C)(C)C)(C)C